FC1=NC=CC2=C1CC1CCC2N1C(=O)NC1=C(C=C(C=C1)C(F)(F)F)F 1-fluoro-N-(2-fluoro-4-(trifluoromethyl)phenyl)-6,7,8,9-tetrahydro-5H-5,8-epiminocyclohepta[c]pyridine-10-carboxamide